5-(benzyloxy)nicotinoyl chloride C(C1=CC=CC=C1)OC=1C=NC=C(C(=O)Cl)C1